C(#N)N1C[C@@H](C[C@H]1COC)NC(=O)C=1OC(=NN1)C1=C(C=CC(=C1)C(F)(F)F)OC1CC1 N-((3R,5S)-1-Cyano-5-(methoxymethyl)pyrrolidin-3-yl)-5-(2-cyclopropoxy-5-(trifluoromethyl)phenyl)-1,3,4-oxadiazole-2-carboxamide